C(C(C)C)NC=1C2=C(N=C(N1)NC1=C(C=C(C=C1)S(=O)(=O)N1CCOCC1)OC)NC=C2C(F)(F)F N4-isobutyl-N2-(2-methoxy-4-(morpholinosulfonyl)phenyl)-5-(trifluoromethyl)-7H-pyrrolo[2,3-d]pyrimidine-2,4-diamine